phosphosarcosine P(=O)(O)(O)N(C)CC(=O)O